COC([C@H](C[C@H]1C(NCC1)=O)NC([C@H](CC1CCCCC1)NC(=O)O[C@@H](C(F)(F)C1=CC(=CC=C1)Cl)C1=CC=CC=C1)=O)=O (S)-2-((S)-2-((((R)-2-(3-chlorophenyl)-2,2-difluoro-1-phenylethoxy)carbonyl)amino)-3-cyclohexylpropionamido)-3-((S)-2-oxopyrrolidin-3-yl)propionic acid methyl ester